1-[9-(4-chlorophenyl)-8-(6-cyano-3-pyridyl)-2-(2-hydroxy-2-methyl-propoxy)purin-6-yl]-4-ethoxy-piperidine-4-carboxamide ClC1=CC=C(C=C1)N1C2=NC(=NC(=C2N=C1C=1C=NC(=CC1)C#N)N1CCC(CC1)(C(=O)N)OCC)OCC(C)(C)O